CC1=C(C2=CC=CCC(C2=C1)C1=CC=CC=C1)[Ti] (2-methyl-4-phenyl-4H-azulenyl)titanium